N-(6-methylpyridin-2-yl)benzamide CC1=CC=CC(=N1)NC(C1=CC=CC=C1)=O